C(C)(C)(C)OC(=O)NC1=CN=C(C(=C1C(=O)O)F)Cl 5-((tert-butoxycarbonyl)amino)-2-chloro-3-fluoroisonicotinic acid